FC(C(=O)[O-])(F)F.NC(=O)C1=CC=CC2=CN(N=C12)C1=CC=C(C=C1)NC(=O)[C@H]1[NH+](CCC1)C (2S)-2-[({4-[7-(aminocarbonyl)-2H-indazol-2-yl]phenyl}amino)carbonyl]-1-methylpyrrolidinium trifluoroacetate